BrC=1C=C(C=C2C(C(=COC12)C=CC1=C(C=CC(=C1)F)Br)=O)C 8-bromo-3-(2-bromo-5-fluorostyryl)-6-methyl-4H-chromen-4-one